chlorine (2-dicyclohexylphosphino-1,1'-biphenyl) C1(CCCCC1)P(C1=C(C=CC=C1)C1=CC=CC=C1)C1CCCCC1.[Cl]